C(C)(C)(C)OC(=O)N1CCN(CC1)C1=NC=NC2=CC(=C(C=C12)Cl)C1=NC(=CC2=CC=CC=C12)NC(C)C 4-(6-chloro-7-[3-[(propan-2-yl)amino]isoquinolin-1-yl]quinazolin-4-yl)piperazine-1-carboxylic acid tert-butyl ester